5-Benzyl-1-methyl-1H-pyrazole-4-carboxylic acid ethyl ester C(C)OC(=O)C=1C=NN(C1CC1=CC=CC=C1)C